N-(4-(3-(3-(3-hydroxyprop-1-ynyl)phenylsulfonamido)phenyl)thiazol-2-yl)acetamid OCC#CC=1C=C(C=CC1)S(=O)(=O)NC=1C=C(C=CC1)C=1N=C(SC1)NC(C)=O